(R)-N-(2,2'-dichloro-3'-(5-((3-hydroxy-3-methylpyrrolidin-1-yl)methyl)-6-methoxypyridin-2-yl)-[1,1'-biphenyl]-3-yl)-1,3-dimethyl-2,4-dioxo-1,2,3,4-tetrahydropyrimidine-5-carboxamide ClC1=C(C=CC=C1NC(=O)C=1C(N(C(N(C1)C)=O)C)=O)C1=C(C(=CC=C1)C1=NC(=C(C=C1)CN1C[C@](CC1)(C)O)OC)Cl